tert-butyl (R)-(1-(4-((N-(4-(4-morpholino-7-((2-(trimethylsilyl)ethoxy)methyl)-7H-pyrrolo[2,3-d]pyrimidin-6-yl)phenyl)sulfamoyl)methyl)phenyl)pyrrolidin-3-yl)carbamate O1CCN(CC1)C=1C2=C(N=CN1)N(C(=C2)C2=CC=C(C=C2)NS(=O)(=O)CC2=CC=C(C=C2)N2C[C@@H](CC2)NC(OC(C)(C)C)=O)COCC[Si](C)(C)C